COC(=O)C=1C=C(C=C(C1)C(=O)OC)P(O)(O)=O.C(CCC)C(CCCCCCCP)(CCCC)CCCC.C(CCC)C(CCCCCCCP)(CCCC)CCCC di(tributyl-n-octyl-phosphine) 3,5-bis(methoxycarbonyl)phenylphosphonate